NC(CC(=O)O)CC(=O)N(C[C@@H]([C@H]([C@@H]([C@@H](CO)O)O)O)O)C 3-amino-5-(methyl((2S,3R,4R,5R)-2,3,4,5,6-pentahydroxyhexyl)amino)-5-oxopentanoic acid